C(C(C)(C)C)SC1=CC=C(C=C1)S(=O)(=O)O 4-(neopentylthio)benzenesulfonic acid